N-(3-fluoro-5-(trifluoromethyl)phenyl)-4-methyl-3-((1-(pyrazolo[1,5-a]pyrazin-3-yl)azetidin-3-yl)oxy)benzamide FC=1C=C(C=C(C1)C(F)(F)F)NC(C1=CC(=C(C=C1)C)OC1CN(C1)C=1C=NN2C1C=NC=C2)=O